ClC1=CN(C=2N=C(N=C(C21)N[C@@H]2C[C@@H](N(C2)C(=O)OC(C)(C)C)C)NC2=CN=C(S2)C)COCC[Si](C)(C)C tert-butyl (2S,4R)-4-((5-chloro-2-((2-methylthiazol-5-yl) amino)-7-((2-(trimethylsilyl) ethoxy) methyl)-7H-pyrrolo[2,3-d]pyrimidin-4-yl) amino)-2-methylpyrrolidine-1-carboxylate